O=C(C(=O)N)CC 2-oxobutyramide